((((((3r,5s)-5-(5-chloro-3-methyl-4-oxo-3,4-dihydro-quinazolin-2-yl) pyrrolidin-3-yl) oxy) carbonyl) amino) methyl) benzoate C(C1=CC=CC=C1)(=O)OCNC(=O)O[C@H]1CN[C@@H](C1)C1=NC2=CC=CC(=C2C(N1C)=O)Cl